CC1OC(CN(C1)C1=CC=C(C=C1)NC=1C=C2C=NN(C2=CC1)C)C N-(4-(2,6-dimethylmorpholino)phenyl)-1-methyl-1H-indazol-5-amine